2-methyl-2-(piperidin-4-yl)propionitrile HCl Cl.CC(C#N)(C)C1CCNCC1